N1(N=CC=C1)C[C@H]1N(C[C@@H](C1)NC(=O)C=1OC(=CN1)C1=CC(=CC=C1)C(F)(F)F)C(=O)OC(C)(C)C tert-butyl (2S,4R)-2-((1H-pyrazol-1-yl)methyl)-4-(5-(3-(trifluoromethyl)phenyl)oxazole-2-carboxamido)pyrrolidine-1-carboxylate